diphenylpropanetetracarboxylic acid C1(=CC=CC=C1)CC(C(C(=O)O)(C(=O)O)C(=O)O)(C(=O)O)C1=CC=CC=C1